8-(2-Cyano-4-fluorophenyl)-9-(4-((1-(3-fluoropropyl)azetidin-3-yl)methyl)phenyl)-6,7-dihydro-5H-benzo[7]annulen C(#N)C1=C(C=CC(=C1)F)C=1CCCC2=C(C1C1=CC=C(C=C1)CC1CN(C1)CCCF)C=CC=C2